C(#N)N1CC(C(C1)CC)C(=O)NC=1SC(=CN1)C1=CC=CC=C1 (±)-1-cyano-4-ethyl-N-(5-phenylthiazol-2-yl)pyrrolidine-3-carboxamide